N-(3-dihydroxyboryl-4-fluorobenzoyl)glycine OB(C=1C=C(C(=O)NCC(=O)O)C=CC1F)O